tert-butyl (N-(1-(1-(7H-pyrrolo[2,3-d]pyrimidin-4-yl)piperidin-4-yl)ethyl)sulfamoyl)carbamate N1=CN=C(C2=C1NC=C2)N2CCC(CC2)C(C)NS(=O)(=O)NC(OC(C)(C)C)=O